1-(1-oxaspiro[4.4]nonan-3-yl)-3-[(2-pyrazol-1-ylpyridin-4-yl)methyl]urea O1CC(CC12CCCC2)NC(=O)NCC2=CC(=NC=C2)N2N=CC=C2